NC=1C(=NC(=C(N1)C=1C=NN(C1)C)C1=CC(=NC(=C1)C)C)C(=O)O 3-amino-6-(2,6-dimethylpyridin-4-yl)-5-(1-methyl-1H-pyrazol-4-yl)pyrazine-2-carboxylic acid